1-(3-chloro-5-((4-(5-chlorothien-2-yl)-5-(4-cyclohexylpiperazin-1-yl)-1,3-thiazol-2-yl)carbamoyl)pyridin-2-yl)piperidine-4-carboxylic acid ClC=1C(=NC=C(C1)C(NC=1SC(=C(N1)C=1SC(=CC1)Cl)N1CCN(CC1)C1CCCCC1)=O)N1CCC(CC1)C(=O)O